ClC1=C(C=CC=C1)CC(=O)NC1=CC(=C(C=C1)C=1SC(=C(N1)C)C)S(N)(=O)=O 2-(2-chlorophenyl)-N-[4-(4,5-dimethyl-1,3-thiazol-2-yl)-3-sulfamoylphenyl]Acetamide